3-hydroxy-3-methyl-1-(2,4,6-trihydroxy-3-propionylphenyl)butanone OC(C(CC1=C(C(=C(C=C1O)O)C(CC)=O)O)=O)(C)C